38-oxo-2,5,8,11,14,17,20,23,26,29,32,35-dodecaoxa-39-azapentatetracontan-45-oic acid O=C(CCOCCOCCOCCOCCOCCOCCOCCOCCOCCOCCOCCOC)NCCCCCC(=O)O